1,8-Diazaspiro[4.5]decane-8-carboxylic acid tert-butyl ester C(C)(C)(C)OC(=O)N1CCC2(CCCN2)CC1